N-{[6-({[(1-methylcyclohexyl)methyl]amino}methyl)imidazo[1,2-a]pyridin-2-yl]methyl}-4-oxo-4H-chromene-2-carboxamide CC1(CCCCC1)CNCC=1C=CC=2N(C1)C=C(N2)CNC(=O)C=2OC1=CC=CC=C1C(C2)=O